butyl-chloro-dimethylsilane C(CCC)[Si](C)(C)Cl